C(C)C(C(=O)O)C1=CC=CC=C1.C1(=CC=CC=C1)CC(=O)OCC Ethyl phenylacetate (ETHYL PHENYLACETATE)